(1R,2R,4S,5S)-3,3-difluoro-7,9-diazatricyclo[3.3.1.02,4]nonane FC1([C@H]2[C@@H]3CNC[C@H]([C@@H]12)N3)F